FC1=NC=CC=C1C1=CC=C(C=C1)SN1N=NC(=C1)C(=O)O ((4-(2-fluoropyridin-3-yl)phenyl)thio)-1H-1,2,3-triazole-4-carboxylic acid